(R)-1-(3-(1-((6-((1-((dimethylamino)methyl)cyclopropyl)methoxy)-7-methoxy-2-Methylquinolin-4-yl)amino)ethyl)-2-fluorophenyl)-1,1-difluoro-2-methylpropan-2-ol CN(C)CC1(CC1)COC=1C=C2C(=CC(=NC2=CC1OC)C)N[C@H](C)C=1C(=C(C=CC1)C(C(C)(O)C)(F)F)F